tert-Butyl 4-(5-methyl-[1,2,4]triazolo[1,5-a]pyrimidin-6-yl)piperidine-1-carboxylate CC1=NC=2N(C=C1C1CCN(CC1)C(=O)OC(C)(C)C)N=CN2